triphenylphenylacetylene C1(=CC=CC=C1)C1=C(C(=C(C=C1)C#C)C1=CC=CC=C1)C1=CC=CC=C1